FC(F)(F)SC1=CC=C(C=C1)B(O)O [4-(trifluoromethylsulfanyl)phenyl]boronic acid